N-[(3S,4R)-3-fluoro-1-methylpiperidin-4-yl]-2-{5-[({thieno[2,3-c]pyridin-7-yl}amino)methyl]-1,2,4-oxadiazol-3-yl}-1-(2,2,2-trifluoroethyl)-1H-indol-4-amine F[C@H]1CN(CC[C@H]1NC=1C=2C=C(N(C2C=CC1)CC(F)(F)F)C1=NOC(=N1)CNC=1N=CC=C2C1SC=C2)C